tert-Butyl (1-(5-(pyridin-3-yl)-1H-indole-2-carbonyl)azetidin-3-yl)carbamate N1=CC(=CC=C1)C=1C=C2C=C(NC2=CC1)C(=O)N1CC(C1)NC(OC(C)(C)C)=O